2-chloromethyl-4-methoxybenzimidazole ClCC=1NC2=C(N1)C=CC=C2OC